3-(oxetan-2-ylmethyl)-3H-imidazo[4,5-b]Pyridine-5-carboxylic acid isopropyl ester C(C)(C)OC(=O)C1=CC=C2C(=N1)N(C=N2)CC2OCC2